C(C)(=O)[O-].C(C)(=O)[O-].[Bi+2] bismuth(II) diacetate